6-(4-((1-(3-fluoropropyl)azetidin-3-yl)methyl)phenyl)-3-tosyl-3,8,9,10-tetrahydrocyclohepta[e]indole FCCCN1CC(C1)CC1=CC=C(C=C1)C1=CCCCC=2C=3C=CN(C3C=CC21)S(=O)(=O)C2=CC=C(C)C=C2